N1=C(C=CC=C1)N[C@@H](C)C(=O)O (2-pyridinyl)alanine